(1s,4r)-4-pentylcyclohexane-1-carboxylic acid CCCCCC1CCC(CC1)C(=O)O